[3-({[(3aR,4R,6R,6aS)-2,2-Dimethyl-6-[4-(methylamino)pyrrolo[2,3-d]pyrimidin-7-yl]-tetrahydro-3aH-cyclopenta[d][1,3]dioxol-4-yl]methyl}(1,3-thiazol-5-yl)amino)propyl]carbamate CC1(O[C@H]2[C@@H](O1)[C@@H](C[C@@H]2CN(CCCNC([O-])=O)C2=CN=CS2)N2C=CC1=C2N=CN=C1NC)C